N1C=CC2=CC=C(C=C12)CN1N=CC2=C(C1=O)N(C1=C2SC(=N1)C)C 6-((1H-indol-6-yl)methyl)-2,4-dimethyl-4,6-dihydro-5H-thiazolo[5',4':4,5]pyrrolo[2,3-d]pyridazin-5-one